1,4-diglycidyl-benzene C(C1CO1)C1=CC=C(C=C1)CC1CO1